BrC=1C=NN(C1CCCO)C 3-(4-bromo-1-methyl-1H-pyrazol-5-yl)propan-1-ol